CC1=NC=C(C(=C1)B(O)O)OC 2-METHYL-5-METHOXYPYRIDINE-4-BORONIC ACID